BrC=1C=CC(=NC1)NCC(C)(C)NC(OC(C)(C)C)=O tert-butyl (1-((5-bromopyridin-2-yl)amino)-2-methylpropan-2-yl)carbamate